C1(CCCCC1)C1=CC=C(C=C1)C1=CC=C(C=C1)Br 4-(4-cyclohexylphenyl)bromobenzene